(1,4-dimethylcyclohex-3-en-1-yl)-propanal CC1(CC=C(CC1)C)C(C=O)C